FC(OC1=CC=C(C=N1)CN1N=CC(=C1)CN)(F)F (1-((6-(trifluoromethoxy)pyridin-3-yl)methyl)-1H-pyrazol-4-yl)methylamine